C(CCCCCCCCCCC)[N+](CC(=O)O)(C)C lauryldimethylcarboxymethylammonium